N=C1N[C@@](CS(C1(C)C)(=O)=O)(C=1C=CC2=C(NC3=C(CC2)C=CC(=N3)C)C1)C (R)-3-Imino-2,2,5-trimethyl-5-(2-methyl-6,11-dihydro-5H-benzo[b]pyrido[3,2-f]azepin-9-yl)thiomorpholine 1,1-dioxide